4-methyl-3-pentene-1-ol CC(=CCCO)C